OC1=C(C=C(C=C1)O)P(C1=CC=CC=C1)(C1=CC=CC=C1)=O (2,5-dihydroxyphenyl)diphenyl-phosphine oxide